(1-methoxy(propan-2-yl)oxy)-propan-2-amine COCC(C)OCC(C)N